C(=O)C12C3C=CCC3C(CC1)C2 Formyl-tricyclo[5.2.1.02,6]dec-3-en